C1(CCCCC1)N1C=C(C2=C1N=C(N=C2)NCCC(F)(F)F)C2=CC=C(C=C2)CN2CCNCC2 7-cyclohexyl-5-[4-[(piperazin-1-yl)methyl]phenyl]-N-(3,3,3-trifluoropropyl)-7H-pyrrolo[2,3-d]pyrimidin-2-amine